ClC1=C(C(=C(N=N1)N)C)C 6-chloro-3-amino-4,5-dimethylpyridazine